2-(pyridyldithio)propionate N1=C(C=CC=C1)SSC(C(=O)[O-])C